CN(C1CCN(CC1)C1=C(C=C(C(=N1)OC)N)CC)C 6-(4-(dimethylamino)piperidin-1-yl)-5-ethyl-2-methoxypyridin-3-amine